boronic acid-d B(O)(O)[2H]